C(C1=CC=CC=C1)OC1=CC=C(C=C1)N1C=NC(=C1C)C=O 1-(4-(benzyloxy)phenyl)-5-methyl-1H-imidazole-4-carbaldehyde